diethyl (Z)-2-methyl-but-2-enedicarboxylate C/C(/C(C(=O)OCC)C(=O)OCC)=C/C